(R or S)-2-(4-cyclopropyl-2-(3-(3-fluoro-4-methylphenyl)-3-(1,2,4-thiadiazol-5-yl)pyrrolidine-1-carboxamido)phenyl)acetic acid C1(CC1)C1=CC(=C(C=C1)CC(=O)O)NC(=O)N1C[C@](CC1)(C1=NC=NS1)C1=CC(=C(C=C1)C)F |o1:18|